C(C)[C@@H]1C(N(C(N1)=O)C=1C=NC(=NC1)OC1=CC=C(C2=C1C(CO2)(C)C)C)=O (5R)-5-ethyl-3-{2-[(3,3,7-trimethyl-2,3-dihydro-1-benzofuran-4-yl)oxy]-5-pyrimidinyl}-2,4-imidazolidinedione